7-[(3R,5S)-3,5-dimethylpiperazin-1-yl]-9-methyl-2-(2-methylimidazo[1,2-b]pyridazin-6-yl)pyrido[1,2-a]pyrimidin-4-one C[C@@H]1CN(C[C@@H](N1)C)C=1C=C(C=2N(C(C=C(N2)C=2C=CC=3N(N2)C=C(N3)C)=O)C1)C